1-cyclopentyl-4-((3-(4-fluorophenyl)isoxazol-5-yl)methyl)-1,4-dihydropyrazine-2,3-dione C1(CCCC1)N1C(C(N(C=C1)CC1=CC(=NO1)C1=CC=C(C=C1)F)=O)=O